4-isobutyl-alpha-methylstyrene C(C(C)C)C1=CC=C(C(=C)C)C=C1